isopropyl tetradecanoate (myristate) C(CCCCCCCCCCCCC)(=O)O.C(CCCCCCCCCCCCC)(=O)OC(C)C